tert-butyl 8-methyl-4-[8-(1-methyl-4-piperidyl)-2-methylsulfanyl-7-oxo-pyrido[2,3-d]pyrimidin-6-yl]-2,3-dihydroquinoxaline-1-carboxylate CC=1C=CC=C2N(CCN(C12)C(=O)OC(C)(C)C)C1=CC2=C(N=C(N=C2)SC)N(C1=O)C1CCN(CC1)C